ClP([O-])([O-])(N(C(C)C)C(C)C)CCC#N chloro-2-cyanoethyl-N,N-diisopropylphosphoramidite